Cl.C1(CC1)C[C@@H](NC)C1=NC=C(C=C1)C(F)(F)F (R)-2-cyclopropyl-N-methyl-1-(5-(trifluoromethyl)pyridin-2-yl)ethan-1-amine hydrogen chloride